propane-1,2-diyl ditetradecanoate C(CCCCCCCCCCCCC)(=O)OCC(C)OC(CCCCCCCCCCCCC)=O